5-[1-fluoro-3-hydroxy-7-(2-methoxyethoxy)-5,6,7,8-tetrahydronaphthalen-2-yl]-1λ6,2,5-thiadiazolidine-1,1,3-trione FC1=C(C(=CC=2CCC(CC12)OCCOC)O)N1CC(NS1(=O)=O)=O